methyl-2-(3-benzoylphenyl)propanoate COC(C(C)C1=CC(=CC=C1)C(C1=CC=CC=C1)=O)=O